triisopropyl((6-(methoxy-methoxy)-8-(4,4,5,5-tetramethyl-1,3,2-dioxaborolan-2-yl)naphthalen-1-yl)ethynyl)silane C(C)(C)[Si](C#CC1=CC=CC2=CC(=CC(=C12)B1OC(C(O1)(C)C)(C)C)OCOC)(C(C)C)C(C)C